NCCC=1C=CC(=NC1)C1=C(C=C(C#N)C=C1)OC1=NNC=C1CC(C)C 4-[5-(2-aminoethyl)pyridin-2-yl]-3-(2-methyl-propylpyrazol-3-yl)oxybenzonitrile